C[C@@H]1CN(CC=C1C1=C2C(=NC(=C1)NC(=O)C1CC1)NC=C2)C(=O)C=2C(N(C=CC2)C)=O (S)-N-(4-(3-methyl-1-(1-methyl-2-oxo-1,2-dihydropyridine-3-carbonyl)-1,2,3,6-tetrahydropyridin-4-yl)-1H-pyrrolo[2,3-b]pyridin-6-yl)cyclopropylcarboxamide